C(O)CN Z-ethanolamine